chlorine palladium nitrate [N+](=O)([O-])[O-].[Pd+2].[Cl+].[N+](=O)([O-])[O-].[N+](=O)([O-])[O-]